ClC=1C(=CC(=C(C(=O)NC2=CC(=NC=C2)S(=O)NC)C1)OC=1C(=NC(=CC1)F)C)C(F)(F)F 5-chloro-2-((6-fluoro-2-methylpyridin-3-yl)oxy)-N-(2-(S-methylamino-sulfinyl)pyridin-4-yl)-4-(trifluoromethyl)benzamide